3-[5-[(1S)-1-[(8-chloro-6-iodo-quinazolin-4-yl)-methyl-amino]ethyl]-1,2,4-triazol-1-yl]-1H-pyridazin-6-one ClC=1C=C(C=C2C(=NC=NC12)N([C@@H](C)C1=NC=NN1C1=NNC(C=C1)=O)C)I